N1-(4-Iodopyridin-2-yl)ethane-1,2-diamine IC1=CC(=NC=C1)NCCN